[Fe].C(=O)(O)C1=CC=C(C=C1)C=1C2=CC=C(N2)C(=C2C=CC(C(=C3C=CC(=C(C=4C=CC1N4)C4=CC=C(C=C4)C(=O)O)N3)C3=CC=C(C=C3)C(=O)O)=N2)C2=CC=C(C=C2)C(=O)O 5,10,15,20-tetra(4-carboxyphenyl)porphyrin iron